tert-butyl 4-(6-(ethoxycarbonyl)-4'-phenoxybiphenyl-3-yl)-5,6-dihydropyridine-1(2H)-carboxylate C(C)OC(=O)C1=CC=C(C=C1C1=CC=C(C=C1)OC1=CC=CC=C1)C1=CCN(CC1)C(=O)OC(C)(C)C